1-ethyl-1-((R)-1-(3-(imidazo[1,2-a]pyrimidin-6-yl)phenyl)ethyl)-3-(6,6,6-trifluorohexan-3-yl)urea C(C)N(C(=O)NC(CC)CCC(F)(F)F)[C@H](C)C1=CC(=CC=C1)C=1C=NC=2N(C1)C=CN2